NC1=CC=C(C=C1)N1C(C2N(C(C1)C2)C)=O 3-(4-aminophenyl)-6-methyl-3,6-diazabicyclo[3.1.1]heptan-2-one